C(C1=CC=CC=C1)N1N=CC(=C1C)C1=C(C=C(C=C1)NC([C@H](C(C1=CC=CC=C1)C1=CC=CC=C1)NC(=O)C1=CC=NN1CC)=O)F (S)-N-(1-((4-(1-benzyl-5-methyl-1H-pyrazol-4-yl)-3-fluorophenyl)amino)-1-oxo-3,3-diphenylpropan-2-yl)-1-ethyl-1H-pyrazole-5-carboxamide